2,4-Diphenyl-6-(5'-phenyl-4'-(pyridin-4-yl)-[1,1':2',1''-terphenyl]-4-yl)-1,3,5-triazine C1(=CC=CC=C1)C1=NC(=NC(=N1)C1=CC=CC=C1)C1=CC=C(C=C1)C=1C(=CC(=C(C1)C1=CC=CC=C1)C1=CC=NC=C1)C1=CC=CC=C1